COC1(CCNCC1)CNC(OC(C)(C)C)=O tert-butyl ((4-methoxypiperidin-4-yl)methyl)carbamate